methyl (2S)-5-amino-6-[[2-(dimethylamino)ethyl]amino]-2-methyl-1,2,3,4-tetrahydroquinoline-1-carboxylate NC1=C2CC[C@@H](N(C2=CC=C1NCCN(C)C)C(=O)OC)C